C(C)(=O)OCC=C vinylmethyl acetate